3-((12-(pyridin-3-yl)dodecyl)thio)propyl hydrogen ((((R)-1-(6-amino-9H-purin-9-yl)propan-2-yl)oxy)methyl)phosphonate NC1=C2N=CN(C2=NC=N1)C[C@@H](C)OCP(OCCCSCCCCCCCCCCCCC=1C=NC=CC1)(O)=O